ClC1=CC=C2[C@@]3(C(NC2=C1)=O)C1(N([C@H]([C@@H]3C3=C(C(=CC=C3)Cl)F)C(=O)NC32CCC(CC3)(CC2)C(=O)O)C)CCCCC1 4-((3'R,4'S,5'R)-6''-chloro-4'-(3-chloro-2-fluorophenyl)-1'-methyl-2''-oxodispiro-[cyclohexane-1,2'-pyrrolidine-3',3''-indoline]-5'-carboxamido)-bicyclo[2.2.2]octane-1-carboxylic acid